4-chloro-1-(4-methoxyphenyl)-1-butanol ClCCCC(O)C1=CC=C(C=C1)OC